C1=CNC2=CC(=C(C=C21)C(=O)O)NC(=O)C(=O)O 6-(oxalyl-amino)-1h-indole-5-carboxylic acid